ClC1=CC(=NC=C1)C#C\C=C/1\C(N(CC1)C(=O)OCC)(C)C Ethyl (3E)-3-[3-(4-chloropyridin-2-yl)prop-2-yn-1-ylidene]-2,2-dimethylpyrrolidine-1-carboxylate